C(C)(C)(C)OC(=O)N1CCN(C[C@H](C1)F)CC1=CC=CC=C1 (R)-4-benzyl-6-fluoro-1,4-diazepane-1-carboxylic acid tert-butyl ester